C(C)(C)(C)OC(=O)N[C@H](C(=O)OC)CC=1SC=C(N1)C1=CC=C2C(=N1)C(=C(N2CC)C=2C(=NC=CC2)[C@H](C)OC)CC(CO)(C)C methyl (S)-2-((tert-butoxycarbonyl)amino)-3-(4-(1-ethyl-3-(3-hydroxy-2,2-dimethylpropyl)-2-(2-((S)-1-methoxyethyl)pyridin-3-yl)-1H-pyrrolo[3,2-b]pyridin-5-yl)thiazol-2-yl)propanoate